C(C)(C)(C)OC(=O)N1CCN(CC1)C=1C=CC2=C(C=C(O2)C(=O)O)C1Cl 4-(2-carboxy-4-chloro-benzofuran-5-yl)-piperazine-1-carboxylic acid tert-butyl ester